C1(CC1)C([C@@H](C(=O)NC=1C=NN(C1F)[C@@H](C)C=1C(NC=C(C1)F)=O)NC(=O)C=1C(=NOC1)C(F)(F)F)C1CC1 N-[(1S)-1-(dicyclopropylmethyl)-2-[[5-fluoro-1-[(1S)-1-(5-fluoro-2-oxo-1H-pyridin-3-yl)ethyl]pyrazol-4-yl]amino]-2-oxo-ethyl]-3-(trifluoromethyl)isoxazole-4-carboxamide